FC1=C2C(=C(C=3NC(NC31)=O)F)CC(C2)C(=O)[O-] 4,8-difluoro-2-oxo-3,5,6,7-tetrahydrocyclopenta[f]benzimidazole-6-carboxylate